propenyl-potassium C(=CC)[K]